C(CCCCCCCCCCCCCCCCC)(=O)CC(C[NH+](C)C)C(CCCCCCCCCCCCCCCCC)=O 1,2-distearoyl-3-dimethylammonio-propane